Tetramethylxylylendiisocyanat CC(C=1C(=CC=CC1)C(C)(C)N=C=O)(C)N=C=O